COC1=CC=C2C=NN(C2=C1NS(=O)(=O)C=1C=NC(=CC1)C1=NOC(=N1)C)C N-(6-methoxy-1-methyl-1H-indazol-7-yl)-6-(5-methyl-1,2,4-oxadiazol-3-yl)pyridine-3-sulfonamide